6,7,8,9,11,12,13,14,15,16-decahydro-17H-cyclopenta[a]phenanthren-17-one C1=CC=CC=2CCC3C4CCC(C4CCC3C12)=O